FC=1C=C(C=CC1OC1=C2C(=NC=C1)C=C(S2)C2=NC=C(C=C2)CN2CC(CCC2)O)NC(=O)C2=C1C(=CN(C2=O)C2=CC=C(C=C2)F)CCO1 N-(3-fluoro-4-((2-(5-((3-hydroxypiperidin-1-yl)methyl)pyridin-2-yl)thieno[3,2-b]pyridine-7-yl)oxy)phenyl)-5-(4-fluorophenyl)-6-oxo-2,3,5,6-tetrahydrofuro[3,2-c]pyridine-7-carboxamide